trans-N-(8-amino-7-fluoro-6-(4-methylpyridin-3-yl)isoquinolin-3-yl)-2-(1H-pyrazol-5-yl)cyclopropane-1-carboxamide NC=1C(=C(C=C2C=C(N=CC12)NC(=O)[C@H]1[C@@H](C1)C1=CC=NN1)C=1C=NC=CC1C)F